ethyl (E)-2-methyl-3-phenylacrylate C/C(/C(=O)OCC)=C\C1=CC=CC=C1